C(#N)C1C(C1)C1=C(C(=O)O)C(=CC=C1)F 2-(2-cyanocyclopropyl)-6-fluorobenzoic acid